trans-isopropyl 3-((6-(4-((((benzyloxy)carbonyl) amino)methyl)-3-methylisoxazol-5-yl)pyridin-3-yl)oxy)cyclohexanecarboxylate C(C1=CC=CC=C1)OC(=O)NCC=1C(=NOC1C1=CC=C(C=N1)O[C@@H]1C[C@H](CCC1)C(=O)OC(C)C)C